[Na+].C(=O)([O-])CC[Si](O)(O)O carboxyethylsilanetriol-sodium salt